3-((4-(pyridin-3-yl)benzyl)oxy)-N-hydroxyisoxazole-5-carboxamide N1=CC(=CC=C1)C1=CC=C(COC2=NOC(=C2)C(=O)NO)C=C1